CC1=CC=NC=2N1C=CC2C(=O)OCC Ethyl 4-methylpyrrolo[1,2-a]pyrimidine-8-carboxylate